FC(S(=O)(=O)OC1=C(N2CCC2C1)C(=O)O)(F)F (((trifluoromethyl)sulfonyl)oxy)-1-azabicyclo[3.2.0]hept-2-ene-2-carboxylic acid